C(OC1=CC=C(C=C1)C(F)(F)F)(OC1=CC=C(C=C1)C(F)(F)F)=O bis(p-trifluoromethylphenyl) carbonate